C(C)(C)(C)C1=CC(=NC=C1)C#C 4-(tert-Butyl)-2-ethynylpyridine